N1-ethyl-pseudouridine dimethyl-(2R)-2-(6-oxa-3,9,15-triazabicyclo[9.3.1]pentadeca-1(14),11(15),12-trien-3-yl)pentanedioate CC([C@](C(=O)O)(N1CC2=CC=CC(CNCCOCC1)=N2)C)CC(=O)O.C(C)N2C=C([C@H]1[C@H](O)[C@H](O)[C@@H](CO)O1)C(NC2=O)=O